6-cyclopropyl-2-(((1SR,2RS)-2-hydroxycyclopentyl)amino)nicotinonitrile C1(CC1)C1=NC(=C(C#N)C=C1)N[C@@H]1[C@@H](CCC1)O |r|